3-(N-phenylamino)-2-(4-methylthiophenyl)-1,1-difluorocyclopentane C1(=CC=CC=C1)NC1C(C(CC1)(F)F)C1=CC=C(C=C1)SC